C(=C)C1OCCO1 vinyl-1,3-dioxolane